4-oxo-1-((tetrahydro-2H-thiopyran-4-yl)methyl)-5-(p-tolyl)-1,4-dihydropyridazin-3-carboxylic acid O=C1C(=NN(C=C1C1=CC=C(C=C1)C)CC1CCSCC1)C(=O)O